2-(2-pyridyl)-benzothiazoline N1=C(C=CC=C1)C=1SC2=C(N1)C=CC=C2